4-ethyl-2-propyl-1H-imidazole-5-carboxylate C(C)C=1N=C(NC1C(=O)[O-])CCC